1,3,5-tris(4-aminophenyl)-1,3,5-triazinyl-2,4,6-triazinone NC1=CC=C(C=C1)N1C(N(CN(C1)C1=CC=C(C=C1)N)C1=CC=C(C=C1)N)C=1NC(N=CN1)=O